C(C=C)(=O)N1C[C@@H](N(C[C@H]1C)C1=NC(N2C3=C(C(=C(C=C13)Cl)C1=C(C=C(C=C1)F)F)O[C@H](C2)CCCN2CCOCC2)=O)C (2S)-7-((2S,5R)-4-acryloyl-2,5-dimethylpiperazin-1-yl)-9-chloro-10-(2,4-difluorophenyl)-2-(3-morpholinopropyl)-2,3-dihydro-5H-[1,4]oxazino[2,3,4-ij]quinazolin-5-one